NCC1=NNC(C2=CC=C(C=C12)C=1C=NC(=CC1)C(F)(F)F)=O 4-(aminomethyl)-6-(6-(trifluoromethyl)pyridin-3-yl)phthalazin-1(2H)-one